C[Si](CCOCOCC=1N=C(SC1)C(=O)N)(C)C 4-(((2-(trimethylsilyl)ethoxy)methoxy)methyl)thiazole-2-carboxamide